C(C)(=O)OCCC1CC2(C1)CC(C2)NC(=O)C=2C=C(C=C1C=NN(C21)CC=2C=NC(=NC2)C2=CC(=CC(=C2)OC)F)F 2-(6-(5-fluoro-1-((2-(3-fluoro-5-methoxyphenyl)pyrimidin-5-yl)methyl)-1H-indazole-7-carboxamido)spiro[3.3]heptane-2-yl)ethyl acetate